N-(7-(2-(1-(4-(2,6-dioxopiperidin-3-yl)-2-fluorophenyl)-3-methylpyrrolidin-3-yl)ethyl)-7-azaspiro[3.5]Non-2-yl)-3-methoxybenzamide O=C1NC(CCC1C1=CC(=C(C=C1)N1CC(CC1)(C)CCN1CCC2(CC(C2)NC(C2=CC(=CC=C2)OC)=O)CC1)F)=O